OC1(CCC(CC1)C1N=C2C=C(C(=CC2=C1)NC(=O)C1=NC(=CC=C1)C(F)(F)F)OC)COCC1CCNCC1 N-(2-((1S,4S)-4-hydroxyl-4-((piperidin-4-ylmethoxy)methyl)cyclohexyl)-6-methoxy-2H-indol-5-yl)-6-(trifluoromethyl)pyridinecarboxamide